CC([C@@H](C(=O)N1[C@@H](C[C@H](C1)O)C(=O)NC)N1N=NC(=C1)C1=CC(=CC=C1)S(=O)(=O)C)(C)C (2S,4r)-1-[(2S)-3,3-dimethyl-2-[4-(3-methylsulfonylphenyl)triazol-1-yl]butyryl]-4-hydroxy-N-methyl-pyrrolidine-2-carboxamide